CC=1N=COC1C=O (4-methyloxazol-5-yl)methanone